COC(COC1=NN(C(=N1)C1=C(C=C(C=C1)Cl)F)C1=C(C=C(C=C1)Cl)F)=O methyl-{[1,5-bis(4-chloro-2-fluorophenyl)-1H-1,2,4-triazol-3-yl]oxy}acetate